2-({6-[(1,3-Benzothiazol-2-yl)amino]-5-methyl-4-(propan-2-yl)pyridazin-3-yl}amino)-1,3-thiazole-4-carboxylic acid S1C(=NC2=C1C=CC=C2)NC2=C(C(=C(N=N2)NC=2SC=C(N2)C(=O)O)C(C)C)C